CN1N=C(C=C1C)C1=NN2C(N=C(C=C2N2CCOCC2)N2N=C(C=C2)C=2C=C(C=CC2)C)=C1 [2-(1,5-dimethylpyrazol-3-yl)-5-[3-(m-tolyl)pyrazol-1-yl]pyrazolo[1,5-a]pyrimidin-7-yl]morpholine